N1-((2,2-difluorobenzo[d][1,3]dioxol-4-yl)methyl)-N2-(1H-pyrrolo[3,2-b]pyridin-3-yl)oxalamide FC1(OC2=C(O1)C=CC=C2CNC(C(=O)NC2=CNC=1C2=NC=CC1)=O)F